2'-chloro-5'-methoxy-6-methyl-[4,4'-bipyridine]-3-carboxylic acid ClC1=NC=C(C(=C1)C1=C(C=NC(=C1)C)C(=O)O)OC